FC(CCS(=O)(=O)NC1=C(C=C(C2=CC=CC=C12)C1=CC2=C(N=C(N=C2)N[C@@H]2CNCCC2)N(C1=O)C)F)(F)F (S)-3,3,3-trifluoro-N-(2-fluoro-4-(8-methyl-7-oxo-2-(piperidin-3-ylamino)-7,8-dihydro-pyrido[2,3-d]pyrimidin-6-yl)naphthalen-1-yl)propane-1-sulfonamide